C(C)(C)(C)C1(O[C@H](C(O1)=O)C)C (5S)-2-tert-butyl-2,5-dimethyl-1,3-dioxolan-4-one